5-[4-[(3S)-1-(3-fluoropropyl)pyrrolidin-3-yl]oxyphenyl]-6-(1H-indol-5-yl)-8,9-dihydro-7H-benzo[7]annulen-2-ol FCCCN1C[C@H](CC1)OC1=CC=C(C=C1)C1=C(CCCC2=C1C=CC(=C2)O)C=2C=C1C=CNC1=CC2